IC=1C=C(C(=NC1)N1CCNCC1)C(F)(F)F 1-[5-iodo-3-(trifluoromethyl)-2-pyridyl]piperazine